CN1CCN(CC1)C=1C=CC2=C(C3=C(O2)C=CC=C3)C1 8-(4-methylpiperazin-1-yl)dibenzo[b,d]Furan